COC=1C=C(C=CC1)C1=CC=C(C=C1)C(C)=O 1-(3'-methoxy-[1,1'-biphenyl]-4-yl)ethan-1-one